(1S,4S)-2-thia-5-azabicyclo[2.2.1]heptane [C@@H]12SC[C@@H](NC1)C2